C1(CC1)C1=CC(=NN1COCC[Si](C)(C)C)B(O)O (5-cyclopropyl-1-((2-(trimethylsilyl)ethoxy)methyl)-1H-pyrazol-3-yl)boronic acid